methyl 5-(N-(tert-butyldimethylsilyl)sulfamoyl)-2-methylfuran-3-carboxylate [Si](C)(C)(C(C)(C)C)NS(=O)(=O)C1=CC(=C(O1)C)C(=O)OC